1-(4-bromophenyl)-1H-imidazole BrC1=CC=C(C=C1)N1C=NC=C1